C(C)N1C2=CC=CC=C2C=2C=C(C=CC12)/C=C(/C#N)\C1=CC=CC=C1 (E)-3-(9-ethyl-9H-carbazol-3-yl)-2-phenylacrylonitrile